6-(4-amino-2,6-dichlorophenoxy)-2-(3,5-difluorobenzyl)-3,4-dihydroisoquinolin-1(2H)-one NC1=CC(=C(OC=2C=C3CCN(C(C3=CC2)=O)CC2=CC(=CC(=C2)F)F)C(=C1)Cl)Cl